tert-butyl (3R)-3-{[(benzyloxy)carbonyl]amino}-3-[(Z)-2-(2-chloro-6-methylpyridin-3-yl)ethenyl]pyrrolidine-1-carboxylate C(C1=CC=CC=C1)OC(=O)N[C@@]1(CN(CC1)C(=O)OC(C)(C)C)\C=C/C=1C(=NC(=CC1)C)Cl